N-(6-(3-Chloro-6-hydroxy-4-methoxy-2-methylbenzoyl)-2-methyl-5,6,7,8-tetrahydro-1,6-naphthyridin-3-yl)-N-methylacrylamide ClC=1C(=C(C(=O)N2CC=3C=C(C(=NC3CC2)C)N(C(C=C)=O)C)C(=CC1OC)O)C